[(benzanthracenyl)phenyl](naphthobenzofuranyl)anthracene C1(=CC=CC=2C=CC=3C=C4C=CC=CC4=CC3C21)C2=C(C=CC=C2)C2=C(C1=CC3=CC=CC=C3C=C1C=C2)C2=COC=1C2=CC=C2C1C=CC1=CC=CC=C12